(R)-2-(2,6-dioxopiperidin-3-yl)-7,8-dihydropyrrolo[3,4-e]isoindole-1,3(2H,6H)-dione O=C1NC(CC[C@H]1N1C(C2=C3CNCC3=CC=C2C1=O)=O)=O